OC1=C(C=C(CNC(CCCCCCC(C)C)=O)C=C1)OC N-(4-hydroxy-3-methoxybenzyl)-8-methyl-nonanamide